ClC1=C(C=C(C=C1)F)[C@H]1NC(C2=C3C(=CC(=C12)NC(C1=CC(=CC(=C1)C(F)(F)F)F)=O)CN(C(O3)=O)C([2H])([2H])[2H])=O (S)-N-(7-(2-chloro-5-fluorophenyl)-3-(methyl-d3)-2,9-dioxo-2,3,4,7,8,9-hexahydro-[1,3]oxazino[6,5-e]isoindol-6-yl)-3-fluoro-5-(trifluoromethyl)benzamide